5-(trifluoromethyl)-2-(4-(trifluoromethyl)phenyl)pyridine FC(C=1C=CC(=NC1)C1=CC=C(C=C1)C(F)(F)F)(F)F